COC1=NC=CC(=C1)C=1C=C(C=CC1)NCC12CCC(CC1)(CC2)C(=O)OC methyl 4-(((3-(2-methoxypyridin-4-yl)phenyl)amino)methyl)bicyclo[2.2.2]octane-1-carboxylate